1-(methoxymethoxy)-2-methyl-d3-benzene COCOC1=C(C=CC=C1)C([2H])([2H])[2H]